COC(=O)[C@H]1N(C[C@@H](C1)O)S(=O)(=O)C1=CC=C(C)C=C1 (2S,4R)-4-hydroxy-1-tosylpyrrolidine-2-carboxylic acid methyl ester